2-(4-(9,10-bis(naphthalene-2-yl)anthracen-2-yl)phenyl)-1-phenyl-1H-benzo-[D]imidazole C1=C(C=CC2=CC=CC=C12)C=1C2=CC=CC=C2C(=C2C=CC(=CC12)C1=CC=C(C=C1)C1=NC2=C(N1C1=CC=CC=C1)C=CC=C2)C2=CC1=CC=CC=C1C=C2